C[SiH](C)[N-][Si](C)(C)C.[Li+] lithium (dimethylsilyl)(trimethylsilyl)amide